N1C=NC=C1C=1SC=C(N1)C(=O)N[C@H]1[C@@H](C1)C(F)(F)F 2-(1H-imidazol-5-yl)-N-((1R,2R)-2-(trifluoromethyl)cyclopropyl)thiazole-4-carboxamide